ClC1=NC=C(C(=N1)C1=C(C=2CN(CC3(C2S1)CC3)C)C)F 2'-(2-Chloro-5-fluoropyrimidin-4-yl)-3',5'-dimethyl-5',6'-dihydro-4'H-spiro-[cyclopropane-1,7'-thieno[3,2-c]pyridin]